BrC1=NN(C(=C1)CC1=CC=C(C=C1)F)C1=CC(=CC=C1)OC1CCC1 3-Bromo-1-(3-cyclobutyloxyphenyl)-5-(4-fluorobenzyl)-1H-pyrazole